methyl 6-(4-(5-(4-chloro-3-fluorophenyl)-7-isobutyl-7H-pyrrolo[2,3-d]pyrimidine-2-carbonyl)-3,3-dimethylpiperazin-1-yl)-2,4-dimethylnicotinate ClC1=C(C=C(C=C1)C1=CN(C=2N=C(N=CC21)C(=O)N2C(CN(CC2)C2=NC(=C(C(=O)OC)C(=C2)C)C)(C)C)CC(C)C)F